dl-(±)-β-methyl-1-pentanol C[C@@H](CO)CCC |r|